O=C1N(CCC(N1)=O)C1=NN(C2=C(C(=CC=C12)N1CC2(CN(C2)C2CCN(CC2)C(=O)OC(C)(C)C)C1)F)C tert-butyl 4-(6-(3-(2,4-dioxotetrahydropyrimidin-1(2H)-yl)-7-fluoro-1-methyl-1H-indazol-6-yl)-2,6-diazaspiro[3.3]heptan-2-yl)piperidine-1-carboxylate